(1R,10S)-1-amino-10-ethyl-6-fluoro-10-hydroxy-5-methyl-3,4,13,16-tetrahydro-1H-cyclohepta[de]pyrano[3',4':6,7]indolizino[1,2-b]quinoline-11,14(2H,10H)-dione methanesulfonate CS(=O)(=O)O.N[C@@H]1CCCC=2C=3C1=C1C(=NC3C=C(C2C)F)C2=CC3=C(C(N2C1)=O)COC([C@]3(O)CC)=O